OC(C(=O)[O-])CCCCCCCCCCCCCCCC.[Zn+2].OC(C(=O)[O-])CCCCCCCCCCCCCCCC Zinc hydroxystearate